1-(5-((2,3-dichlorophenyl)thio)-6-methylpyrazin-2-yl)-1,4-diazepane ClC1=C(C=CC=C1Cl)SC=1N=CC(=NC1C)N1CCNCCC1